9-[(3-carbamoylphenyl)methyl]-4-pentyl-2,3,4,9-tetrahydro-1H-carbazole-8-carboxylic acid C(N)(=O)C=1C=C(C=CC1)CN1C2=C(C=CC=C2C=2C(CCCC12)CCCCC)C(=O)O